C(CCC)SC1=C(C=C(C=C1OC)\C=C\[N+](=O)[O-])OC (E)-butyl-(2,6-dimethoxy-4-(2-nitrovinyl)phenyl)sulfane